C1=CC=C(C=C1)CCCC(=O)[O-].[Na+] tributyrate